O(P(OC1=C(C=CC=C1C(C)(C)C)C(C)(C)C)OP(OC1=C(C=CC=C1C(C)(C)C)C(C)(C)C)[O-])C1=C(C=CC=C1C(C)(C)C)C(C)(C)C tris(2,6-di-t-butylphenyl) diphosphite